(2S)-2-[(2S)-2-({[(9H-fluoren-9-yl)methoxy]carbonyl}amino)-N-methylpropanamido]propanoate C1=CC=CC=2C3=CC=CC=C3C(C12)COC(=O)N[C@H](C(=O)N(C)[C@H](C(=O)[O-])C)C